benzyl N-[(1S)-1-[[(2-chloroacetyl)-propyl-amino]carbamoyl]-3-methyl-butyl]carbamate ClCC(=O)N(CCC)NC(=O)[C@H](CC(C)C)NC(OCC1=CC=CC=C1)=O